C(C(=C)C)(=O)OC=C vinyl (methacrylate)